CC1=C(CNC2=CC=C3C(=N2)CN(C3=O)CCNC(C)=O)C=CC(=C1)C N-(2-(2-((2,4-dimethylbenzyl)amino)-5-oxo-5,7-dihydro-6H-pyrrolo[3,4-b]pyridin-6-yl)ethyl)acetamide